[Si](C)(C)(C(C)(C)C)OC[C@]12CC=3C=NN(C3C=C1CC[C@@H](C2)C(C)S(=O)(=O)C2=NN(C=C2)C)C2=CC=C(C=C2)F (4aR,6S)-4a-(((tert-Butyldimethylsilyl)oxy)methyl)-1-(4-fluorophenyl)-6-(1-((1-methyl-1H-pyrazol-3-yl)sulfonyl)ethyl)-4,4a,5,6,7,8-hexahydro-1H-benzo[f]indazole